(1r,4r)-4-(2-(5-Isopropyl-8-oxothiazolo[5',4':4,5]pyrrolo[1,2-d][1,2,4]triazin-7(8H)-yl)acetamido)cyclohexan C(C)(C)C1=NN(C(C=2N1C1=C(C2)SC=N1)=O)CC(=O)NC1CCCCC1